2,6-dichloro-4-[(4-phenyl-1-piperidyl)sulfonyl]pyridine ClC1=NC(=CC(=C1)S(=O)(=O)N1CCC(CC1)C1=CC=CC=C1)Cl